(R)-3-Cyclopentyl-3-hydrazineylpropanenitrile L-Tartrate Dihydrate O.O.C(=O)(O)[C@H](O)[C@@H](O)C(=O)O.C1(CCCC1)[C@@H](CC#N)NN